2-((1-(5-chloro-3-methyl-2-morpholino-4-oxo-3,4-dihydroquinazolin-8-yl)ethyl)amino)benzoic acid ClC1=C2C(N(C(=NC2=C(C=C1)C(C)NC1=C(C(=O)O)C=CC=C1)N1CCOCC1)C)=O